ClC=1C=C(C#N)C=C(C1)OC1=C(N=CN(C1=O)CC1=C(N=NC(=C1)COC1OCCCC1)OC)C(F)(F)F 3-chloro-5-((1-((3-methoxy-6-(((tetrahydro-2H-pyran-2-yl)oxy)methyl)pyridazin-4-yl)methyl)-6-oxo-4-(trifluoromethyl)-1,6-dihydropyrimidin-5-yl)oxy)benzonitrile